OC=1C=C(C=C(C1O)CC=C(C)C)C1=COC2=CC(=C(C(=C2C1=O)O)CC=C(C)C)O 3-[3,4-dihydroxy-5-(3-methyl-2-butenyl)phenyl]-5,7-dihydroxy-6-(3-methyl-2-butenyl)-4H-chromen-4-one